N-{5-[(6,7-dimethoxy-4-quinolyl)oxy]-2-pyridyl}-2,5-dioxo-1-phenyl-1,2,5,6,7,8-hexahydro-3-quinolinecarboxamide COC=1C=C2C(=CC=NC2=CC1OC)OC=1C=CC(=NC1)NC(=O)C=1C(N(C=2CCCC(C2C1)=O)C1=CC=CC=C1)=O